7,8-dichloro-6-(2,6-difluorophenyl)-1-(1-methylpyrazol-4-yl)-4H-[1,2,4]Triazolo[4,3-a][1,4]Benzodiazepine ClC1=C(C=CC2=C1C(=NCC=1N2C(=NN1)C=1C=NN(C1)C)C1=C(C=CC=C1F)F)Cl